methyl 2-amino-5-bromo-4-(2-((tert-butoxycarbonyl)amino)-3-cyano-7-fluorobenzo[b]thiophen-4-yl)-3-fluorobenzoate NC1=C(C(=O)OC)C=C(C(=C1F)C1=CC=C(C=2SC(=C(C21)C#N)NC(=O)OC(C)(C)C)F)Br